γ-isocyanopropyltriethoxysilane [N+](#[C-])CCC[Si](OCC)(OCC)OCC